C1(CC1)N1C(C2=C3C(C=CC3=C3C(C=C2)=CC=NN3)=N1)=O 4-cyclopropyl-4,11-dihydro-5H-3,4,10,11-tetraazadibenzo[cd,h]azulen-5-one